FC1=C(C=C(C=C1)C)C1=C(C=NN1C1CC2(CNC2)C1)C(F)(F)F 6-(5-(2-fluoro-5-methylphenyl)-4-(trifluoromethyl)-1H-pyrazol-1-yl)-2-azaspiro[3.3]heptane